O1CCN(CC1)CCCC=1C=C(C=CC1)C1=C2CCN(C2=CC=C1)C(=O)C=1SC=2CN(CCC2N1)CC(=O)O 2-(2-(4-(3-(3-morpholinopropyl)phenyl)indoline-1-carbonyl)-6,7-dihydrothiazolo[5,4-c]pyridin-5(4H)-yl)acetic acid